sucrose octastearate CCCCCCCCCCCCCCCCCC(=O)OC[C@@H]1[C@H]([C@@H]([C@H]([C@H](O1)O[C@]2([C@H]([C@@H]([C@H](O2)COC(=O)CCCCCCCCCCCCCCCCC)OC(=O)CCCCCCCCCCCCCCCCC)OC(=O)CCCCCCCCCCCCCCCCC)COC(=O)CCCCCCCCCCCCCCCCC)OC(=O)CCCCCCCCCCCCCCCCC)OC(=O)CCCCCCCCCCCCCCCCC)OC(=O)CCCCCCCCCCCCCCCCC